BrC1=C(C=C(C(=C1Cl)Cl)Cl)OCC=C 2-bromo-3,4,5-trichloro-1-(prop-2-en-1-yloxy)benzene